ClC1=CC(=C(OCC=2C=CC(=NC2)N2C(NC(CC2)=O)=O)C=C1)C1=NC2=C(N1)C(=CC(=C2)C(F)(F)F)Cl 1-(5-((4-chloro-2-(7-chloro-5-(trifluoromethyl)-1H-benzo[d]imidazol-2-yl)phenoxy)methyl)pyridin-2-yl)dihydropyrimidine-2,4(1H,3H)-dione